1-ethyl-N-methylpiperidin-4-amine C(C)N1CCC(CC1)NC